ClC=1C=C(C=C(C1)OC)N1N(C(=C(C1=O)NC(C1=CC=C(C=C1)OC(F)F)=O)C1=C(C=C(C=C1F)OC)F)C N-[2-(3-chloro-5-methoxyphenyl)-5-(2,6-difluoro-4-methoxyphenyl)-1-methyl-3-oxo-2,3-dihydro-1H-pyrazol-4-yl]-4-(difluoromethoxy)benzamide